OC1=CC=C(C=C1)C(\C=C\C1=CC=C(C=C1)OCCN1CCOCC1)=O (E)-1-(4-Hydroxyphenyl)-3-[4-(2-morpholin-4-ylethoxy)phenyl]prop-2-en-1-one